N-[(S)-{5-[4-(dimethylcarbamoyl)-2-methylpyrimidin-5-yl]-4-fluoro-1H-benzimidazol-2-yl}(4-methylcyclohexyl)methyl]-3-methylisoxazole-4-carboxamide CN(C(=O)C1=NC(=NC=C1C1=C(C2=C(NC(=N2)[C@@H](NC(=O)C=2C(=NOC2)C)C2CCC(CC2)C)C=C1)F)C)C